COC1=NC2=C(N1)C=C(C=C2N2CCN(CC2)C)C#N 2-methoxy-4-(4-methylpiperazin-1-yl)-1H-benzo[d]imidazole-6-carbonitrile